FC=1C=CC=2C3=C(NC(C2C1)=O)COC[C@@H]3N(C(=O)C=3NC1=CC=CC=C1C3)C (R)-N-(8-fluoro-6-oxo-1,4,5,6-tetrahydro-2H-pyrano[3,4-c]isoquinolin-1-yl)-N-methyl-1H-indole-2-carboxamide